3,4-dihydroxy-5-methyl-2-furanone OC1C(OC(=C1O)C)=O